C(C)(=O)NCCNCC12CC(N(C2C1)C(CNC(=O)C=1C=CC=2C(C3=CC=CC=C3C2C1)(F)F)=O)C(=O)O 5-(((2-acetamidoethyl)amino)methyl)-2-((9,9-difluoro-9H-fluorene-3-carbonyl)glycyl)-2-azabicyclo[3.1.0]hexane-3-carboxylic acid